3-tert-Butyl-[1,2,4]oxadiazole-5-carboxylic acid {2-[2-(1-methyl-1H-pyrazol-3-yl)-3H-imidazo[4,5-b]pyridin-7-yl]-6,7,8,9-tetrahydro-5H-benzocyclohepten-5-yl}-amide CN1N=C(C=C1)C1=NC=2C(=NC=CC2C=2C=CC3=C(CCCCC3NC(=O)C3=NC(=NO3)C(C)(C)C)C2)N1